N-({2-[5-fluoro-2-(2H-1,2,3-triazol-2-yl)benzoyl]-4-methyl-2-azabicyclo[3.1.1]heptan-3-yl}-methyl)quinoxalin-2-amine FC=1C=CC(=C(C(=O)N2C3CC(C(C2CNC2=NC4=CC=CC=C4N=C2)C)C3)C1)N1N=CC=N1